TERT-PENTYL BICYCLO[2.2.1]HEPT-5-ENE-2-CARBOXYLATE C12C(CC(C=C1)C2)C(=O)OC(C)(C)CC